N-(6,6-difluorospiro[3.3]heptan-2-yl)-5-(4-fluoro-1-isopropyl-2-methyl-1H-benzo[d]imidazol-6-yl)pyrrolo[2,1-f][1,2,4]triazin-2-amine FC1(CC2(CC(C2)NC2=NN3C(C=N2)=C(C=C3)C=3C=C(C2=C(N(C(=N2)C)C(C)C)C3)F)C1)F